N-(2-chloro-6-methylphenyl)-2-((6-(4-((2-(2,4-dioxotetrahydropyrimidin-1(2H)-yl)benzyl)(methyl)amino)piperidin-1-yl)-2-methylpyrimidin-4-yl)amino)thiazole-5-carboxamide ClC1=C(C(=CC=C1)C)NC(=O)C1=CN=C(S1)NC1=NC(=NC(=C1)N1CCC(CC1)N(C)CC1=C(C=CC=C1)N1C(NC(CC1)=O)=O)C